CN([C@H](CNC(C[C@@H](C)C1=CC=CC=C1)=O)CC1=CC=C(C=C1)O)C (R)-N-((S)-2-(dimethylamino)-3-(4-hydroxyphenyl)propyl)-3-phenylbutyramide